C(C)OC(=O)C=1N=C(SC1N1CCC(CC1)OCC1=CC=CC=C1)NC [4-(benzyloxy)piperidin-1-yl]-2-(methylamino)-1,3-thiazole-4-carboxylic acid ethyl ester